FC(C1=NN=C(S1)N1N=CC2=C(C=C(C=C12)S(=O)(=O)N[C@]1([C@H](C1)CCO)C)N1CCN(CC1)C(C(C)C)=O)F 1-(5-(difluoromethyl)-1,3,4-thiadiazol-2-yl)-N-((1r,2r)-2-(2-hydroxyethyl)-1-methylcyclopropyl)-4-(4-isobutyrylpiperazin-1-yl)-1H-indazole-6-sulfonamide